(5-(2-((4-(trifluoromethyl)phenyl)amino)phenyl)-1,3,4-oxadiazol-2-yl)glycine FC(C1=CC=C(C=C1)NC1=C(C=CC=C1)C1=NN=C(O1)NCC(=O)O)(F)F